(R)- or (S)-N-{1-[1-cyclopropylethyl]-3-methyl-1H-pyrazol-4-yl}-2-(1H-pyrazol-4-yl)-1,3-thiazole-4-carboxamide C1(CC1)[C@@H](C)N1N=C(C(=C1)NC(=O)C=1N=C(SC1)C=1C=NNC1)C |o1:3|